FC1=C(N)C=C(C=C1)OC(F)(F)F 2-fluoro-5-(trifluoromethoxy)-aniline